3-methyl-1-(methylsulfonyl)-4-nitro-1H-pyrazole CC1=NN(C=C1[N+](=O)[O-])S(=O)(=O)C